6-(aminomethyl)-2-chloro-5'-methoxy-[4,4'-bipyridine] NCC1=CC(=CC(=N1)Cl)C1=CC=NC=C1OC